Cl.C(C1=CC=CC=C1)OC(=O)N1CCN(CC1)C1=C(C=C(C=C1)[C@H](C)N)F 4-{4-[(1S)-1-aminoethyl]-2-fluorophenyl}piperazine-1-carboxylic acid benzyl ester hydrochloride